FC(C(=O)O)(F)F.FC(C(=O)O)(F)F.FC(C(=O)O)(F)F.FC(C(=O)O)(F)F.O=C1N(CC2=CC=CC=C12)N1C(CCCC1=O)=O 1-oxoisoindol-2-yl-piperidine-2,6-dione tetratrifluoroacetate